(3S,4S)-3-fluoro-4-[1-[1-[(4-methoxyphenyl)methyl]-2,6-dioxo-3-piperidinyl]-3-methyl-2-oxo-benzimidazol-4-yl]piperidine-1-carboxylic acid tert-butyl ester C(C)(C)(C)OC(=O)N1C[C@H]([C@@H](CC1)C1=CC=CC=2N(C(N(C21)C)=O)C2C(N(C(CC2)=O)CC2=CC=C(C=C2)OC)=O)F